tert-Butyl 3-((R)-6-(6-amino-2-methylthieno[2,3-d]thiazole-5-carboxamido)-5,6,7,8-tetrahydronaphthalen-2-yl)-3,8-diazabicyclo[3.2.1]octane-8-carboxylate NC1=C(SC=2N=C(SC21)C)C(=O)N[C@H]2CC=1C=CC(=CC1CC2)N2CC1CCC(C2)N1C(=O)OC(C)(C)C